CN([C@@H](CC(=O)OC(C)(C)C)C(N1CCCCC1)=O)C([C@H](C(C)C)NC)=O tert-butyl (3S)-3-[methyl-[(2S)-3-methyl-2-(methylamino)butanoyl]amino]-4-oxo-4-(1-piperidyl)butanoate